7-Chloro-3,4-dihydro-1H,10H-[1,3,4]oxadiazino[4,3-a]indazol-10-one ClC=1C=CC=2C(N3N(C2C1)CCOC3)=O